FC1=CC(=C(C(=C1)C1=CC(=NC=C1)OC)CC(=O)Cl)C(C)C 2-[4-fluoro-2-isopropyl-6-(2-methoxy-4-pyridyl)phenyl]acetyl chloride